1,2,3,4-tetrahydrocarbazole-4-carboxamide C1CCC(C=2C3=CC=CC=C3NC12)C(=O)N